(7-methoxy-2,2-dimethylthiochroman-8-yl)boronic acid COC1=CC=C2CCC(SC2=C1B(O)O)(C)C